8-((2S,5R)-4-((4-chlorophenyl)(4-fluorophenyl)methyl)-2,5-dimethylpiperazin-1-yl)-5-methyl-6-oxo-5,6-dihydro-1,5-naphthyridine-2-carbonitrile ClC1=CC=C(C=C1)C(N1C[C@@H](N(C[C@H]1C)C1=CC(N(C=2C=CC(=NC12)C#N)C)=O)C)C1=CC=C(C=C1)F